ClC1=C(COC2=CC=C3CC[C@H](OC3=C2)C(=O)NOC2OCCCC2)C=CC=C1 (2S)-7-((2-chlorobenzyl)oxy)-N-((tetrahydro-2H-pyran-2-yl)oxy)chromane-2-carboxamide